3,5-bis(hexyldithio)-1,2,4-thiadiazole C(CCCCC)SSC1=NSC(=N1)SSCCCCCC